p-iodophenyl sulfide IC1=CC=C(C=C1)SC1=CC=C(C=C1)I